3-(4-fluorobenzoyl)-2-methyl-1,2,3,6-tetrahydroazepino[4,5-b]indole-5-carboxylic acid FC1=CC=C(C(=O)N2C=C(C=3NC=4C=CC=CC4C3CC2C)C(=O)O)C=C1